Cl.S1C=CC2=C1C=CC(=C2)CC(C)NC 1-(benzothien-5-yl)-N-methylpropan-2-amine hydrochloride